4-((4-(3-(cyclopentylethynyl)phenyl)-2-(cyclopropylmethyl)-1H-pyrrol-3-yl)methyl)-2-fluorobenzenesulfonamide C1(CCCC1)C#CC=1C=C(C=CC1)C=1C(=C(NC1)CC1CC1)CC1=CC(=C(C=C1)S(=O)(=O)N)F